N-[(1S)-2-amino-1-methyl-2-oxoethyl]-7-[5-(3,5-dichlorophenyl)-4,5-dihydro-5-(trifluoromethyl)-3-isoxazolyl]benzo[b]thiophene-4-carboxamide NC([C@H](C)NC(=O)C1=CC=C(C=2SC=CC21)C2=NOC(C2)(C(F)(F)F)C2=CC(=CC(=C2)Cl)Cl)=O